2-Aminooxy-N-[3-(trimethoxysilyl)propyl]acetamide NOCC(=O)NCCC[Si](OC)(OC)OC